N-methyl-3-(methylamino)propanamide CNC(CCNC)=O